5-(1-Methylpiperidin-4-yl)pyridin-2-amine CN1CCC(CC1)C=1C=CC(=NC1)N